1-[8-(6-hydroxyhex-1-ynyl)imidazo[1,2-a]pyridin-3-yl]hexahydropyrimidine-2,4-dione OCCCCC#CC=1C=2N(C=CC1)C(=CN2)N2C(NC(CC2)=O)=O